S(N)(OCC[C@@H]1OC2(O[C@H]1C1=C(C=CC=C1)Cl)CCCC2)(=O)=O 2-((2S,3S)-3-(2-chlorophenyl)-1,4-dioxaspiro[4.4]nonan-2-yl)ethyl sulfamate